C[C@]12[C@H]3CC[C@@]4([C@@H](CC[C@H]4[C@@H]3CC[C@H]2CCCC1)OCCCCCC(=O)O)C 6-((5R,8R,9S,10S,13S,14S,17R)-10,13-dimethylhexadecahydro-1H-cyclopenta[a]phenanthren-17-yloxy)hexanoic acid